C(#N)N1C[C@H](CC1)C(=O)NC1=NC=C(C=C1)S(NC(C)C1=CC=CC=C1)(=O)=O (3S)-1-cyano-N-(5-(N-(1-phenylethyl)sulfamoyl)pyridin-2-yl)pyrrolidine-3-carboxamide